NC1=NC=2C(=CC=CC2C=2N1N=C(N2)CC[S@](=O)(=N)C2CC2)OC |o1:16| (R or S)-(2-(5-amino-7-methoxy-[1,2,4]triazolo[1,5-c]quinazolin-2-yl)ethyl)(cyclopropyl)(imino)-λ6-sulfanone